C(C)(C)(C)N1N=C(C(=C1NC1=NC=C(N=C1)C(F)(F)F)C(=O)N)C1=CC(=C(C=C1)NS(=O)(=O)C(F)F)OCC1=CC=C(C=C1)F 1-tert-butyl-3-[4-(difluoromethanesulfonamido)-3-[(4-fluorophenyl)methoxy]phenyl]-5-{[5-(trifluoromethyl)pyrazin-2-yl]amino}-1H-pyrazole-4-carboxamide